C(=O)(O)[C@@H](C([2H])([2H])C=1C=C(CN(CC=2C=C(C=CC2)C[C@H](C(=O)O)[C@@H]2CNCC2)CC=2C=C(C=CC2)C[C@H](C(=O)O)[C@@H]2CNCC2)C=CC1)[C@@H]1CNCC1 (2S,2'S)-3,3'-((((3-((S)-2-carboxy-2-((R)-pyrrolidin-3-yl)ethyl-1,1-d2)benzyl)azanediyl)bis(methylene))bis(3,1-phenylene))bis(2-((R)-pyrrolidin-3-yl)propanoic acid)